oxygen dodecyl-aminoethane sodium [Na].C(CCCCCCCCCCC)C(C)N.[O]